1-ethynyl-7-oxabicyclo[2.2.1]heptane C(#C)C12CCC(CC1)O2